ClC1=CC(=CC=2N=C(OC21)C=2C(=C(C=CC2)C2=C(C(=CC=C2)COC2=CC=C1C(CCOC1=C2)N(CC(=O)O)C)C)C)CNCCCN(C)C N-(7-((3'-(7-chloro-5-(((3-(dimethylamino)propyl)amino)methyl)benzo[d]oxazole-2-yl)-2,2'-dimethyl-[1,1'-biphenyl]-3-yl)methoxy)chroman-4-yl)-N-methylglycine